OC1(CC(C1)C(=O)N1CC2(C1)CC(C2)CC2=C(C=C(C=C2)OC)C(F)(F)F)C ((1s,3s)-3-Hydroxy-3-methylcyclobutyl)(6-(4-methoxy-2-(trifluoromethyl)benzyl)-2-azaspiro[3.3]heptan-2-yl)methanone